7-methyl-octanediol CC(CCCCCC(O)O)C